N-(2-chlorophenyl)-N'-{[2-(3-isopropoxyphenyl)-4-quinolinyl]carbonyl}thiourea ClC1=C(C=CC=C1)NC(=S)NC(=O)C1=CC(=NC2=CC=CC=C12)C1=CC(=CC=C1)OC(C)C